C12COCC(CC1)N2C2=NC=NC=1N(C3=CC(=CC=C3C12)S(=O)(=O)NC1(CC1)C#N)C=1SC(=NN1)C(F)F 4-(3-oxa-8-azabicyclo[3.2.1]octan-8-yl)-N-(1-cyanocyclopropyl)-9-(5-(difluoromethyl)-1,3,4-thiadiazol-2-yl)-9H-pyrimido[4,5-b]indole-7-sulfonamide